[1-(2-Fluoro-6-formylphenyl)-4-methyl-piperidin-4-yl]-carbamic acid tert-butyl ester C(C)(C)(C)OC(NC1(CCN(CC1)C1=C(C=CC=C1C=O)F)C)=O